OC1=C(C(=CC(=C1)O)CCC1=CC=C(C=C1)OCC#C)C(C=C)=O (2,4-Dihydroxy-6-(4-(prop-2-yn-1-yloxy)phenethyl)phenyl)prop-2-en-1-one